C(C)(=O)NC=1C=C(C=CC1C(NC=1SC(=C(N1)C)[N+](=O)[O-])=O)NC(C(=O)O)CCCCC ((3-acetamido-4-((4-methyl-5-nitrothiazol-2-yl)carbamoyl)phenyl)amino)heptanoic acid